3-(2H-1,3-benzodioxol-5-yl)-8-methoxy-1-phenyl-1H-pyrazolo[4,3-c]quinoline O1COC2=C1C=CC(=C2)C2=NN(C1=C2C=NC=2C=CC(=CC12)OC)C1=CC=CC=C1